NC1=NC=CC(=C1Cl)SC=1C(=NC(=CN1)N1CCC2(CC1)C(C1=C(SC=C1)C2)=N)N 3-((2-amino-3-chloropyridin-4-yl)thio)-6-(4-imino-4,6-dihydrospiro[cyclopenta[b]thiophene-5,4'-piperidin]-1'-yl)pyrazin-2-amine